COC(=O)C1=CC=2C(N=C1OC(C)C)=NN(C2)C21COC(C2)(C1)COC 6-isopropoxy-2-(1-(methoxymethyl)-2-oxabicyclo[2.1.1]hex-4-yl)-2H-pyrazolo[3,4-b]pyridine-5-carboxylic acid methyl ester